C(C=C)C1=C(C=CC=C1)C1=CC=CC2=CC=CC=C12 2-allyl-(1-naphthyl)benzene